5-(4-benzoylaminophenyl)-1H-naphtho[1,2-b][1,4]diazepine-2,4(3H,5h)-dione C(C1=CC=CC=C1)(=O)NC1=CC=C(C=C1)N1C2=C(NC(CC1=O)=O)C1=CC=CC=C1C=C2